3-(2,6-Bis(benzyloxy)pyridin-3-yl)benzoic acid C(C1=CC=CC=C1)OC1=NC(=CC=C1C=1C=C(C(=O)O)C=CC1)OCC1=CC=CC=C1